OC=1C=C(C=2C=CC3=C(C=C(C=4C=CC1C2C43)S(=O)(=O)O)S(=O)(=O)O)S(=O)(=O)O 8-hydroxypyrene-1,3,6-trisulfonic Acid